butyl((5'H,7'H-spiro[cyclopropane-1,4'-thieno[2,3-c]pyran]-7'-yl)methyl)carbamate C(CCC)OC(NCC1OCC2(C3=C1SC=C3)CC2)=O